CN1C=C(C=C(C1=O)C=1C=NN(C1OCCN1CC(CCCC1)NC1=C(C=CC=C1)[N+](=O)[O-])C)C(=O)OC methyl 1-methyl-5-(1-methyl-5-(2-(3-((2-nitrophenyl) amino) azepan-1-yl) ethoxy)-1H-pyrazol-4-yl)-6-oxo-1,6-dihydropyridine-3-carboxylate